(R)-2-methyl-N-((R)-1-(3-nitro-5-(trifluoromethyl)phenyl)allyl)propane-2-sulfinamide CC(C)(C)[S@@](=O)N[C@H](C=C)C1=CC(=CC(=C1)C(F)(F)F)[N+](=O)[O-]